N[C@@H]1[C@@H](CN(CC1)C(=O)OC(C)(C)C)O[Si](C)(C)C(C)(C)C tert-butyl (3R,4S)-4-amino-3-((tert-butyldimethylsilyl)oxy)piperidine-1-carboxylate